magnesium mono-hydride [H-].[Mg+]